C1[C@@H]2[C@H]([C@H]([C@@H](O2)N3C=NC4=C(N=C(N=C43)NCCCCCCN)N)O)OP(=O)(O1)O The molecule is a 3',5'-cyclic purine nucleotide that is 3',5'-cyclic AMP in which the hydrogen at position 2 on the purine fragment is replaced by a 6-aminohexylamino group It is a 3',5'-cyclic purine nucleotide, an adenyl ribonucleotide, a secondary amino compound and a primary amino compound. It derives from a 3',5'-cyclic AMP.